6-(3,3-difluoropyrrolidin-1-yl)-N-(2-methanesulfonylpyridin-3-yl)pyridine-3-carboxamide FC1(CN(CC1)C1=CC=C(C=N1)C(=O)NC=1C(=NC=CC1)S(=O)(=O)C)F